[Si](C)(C)(C(C)(C)C)OC[C@@H]1CC[C@@]2(CCCN12)C(=O)OC methyl (3S,7aS)-3-(((tert-butyldimethylsilyl)oxy)methyl)tetrahydro-1H-pyrrolizine-7a(5H)-carboxylate